OCC1CCN(CC1)C=1SC2=C(N1)C=C(C(=C2)NC(=O)C2=NC(=CC=C2)C(F)(F)F)C(=O)OC Methyl 2-[4-(hydroxymethyl)-1-piperidyl]-6-[[6-(trifluoromethyl)pyridine-2-carbonyl]amino]-1,3-benzothiazole-5-carboxylate